NC1=C(C(=O)NC=2SC(=CN2)[N+](=O)[O-])C(=CC=C1)O 2-amino-6-hydroxy-N-(5-nitrothiazol-2-yl)benzamide